FC(C(=O)OCC1=NN(C(N1CC)=O)C=1C=C2C(=NN(C(C2=CC1F)=O)C1=C(C=CC=C1F)Cl)C(=C)C)(F)F (1-(2-(2-chloro-6-fluorophenyl)-7-fluoro-1-oxo-4-(prop-1-en-2-yl)-1,2-dihydrophthalazin-6-yl)-4-ethyl-5-oxo-4,5-dihydro-1H-1,2,4-triazol-3-yl)methyl 2,2,2-trifluoroacetate